C(#N)C=1C=C(C=CC1)N1N=CC(=C1)C(C(=O)NC1=CC(=NN1)C1CC1)C 2-(1-(3-cyanophenyl)-1H-pyrazol-4-yl)-N-(3-cyclopropyl-1H-pyrazol-5-yl)propanamide